3,5-dibromo-2-methoxy-6-{[(4-methoxyphenyl)methyl]sulfanyl}pyridine BrC=1C(=NC(=C(C1)Br)SCC1=CC=C(C=C1)OC)OC